ethyl 2-((5-(2H-1,2,3-triazol-2-yl)pyridin-2-yl)methyl)oxazole-4-carboxylate N=1N(N=CC1)C=1C=CC(=NC1)CC=1OC=C(N1)C(=O)OCC